C1CCC2=C(C=3CCCC3C=C12)NC(=O)C1=C(C=CC=C1)S(=O)(=O)N ((1,2,3,5,6,7-hexahydro-s-indacen-4-yl)carbamoyl)benzenesulfonamide